(R)-3-(benzofuran-7-yloxy)-N-methyl-3-(thiophene-2-yl)propane-1-amine O1C=CC2=C1C(=CC=C2)O[C@H](CCNC)C=2SC=CC2